OCCOC1CN(C1)C1=CC=C(OC=2C=C(C=C3C=NN(C23)C)C(=O)N)C=C1 7-[4-[3-(2-hydroxyethoxy)azetidin-1-yl]phenoxy]-1-methyl-indazole-5-carboxamide